1-(4-Phenylphenethyl)guanidine hydrochloride Cl.C1(=CC=CC=C1)C1=CC=C(CCNC(=N)N)C=C1